NCC=1C=CC(=C(OC=2C=CC(=C(C2)C2=NN(C=C2NC(=O)C=2C=NN3C2N=CC=C3)C)OC(F)F)C1)F N-[3-[5-[5-(aminomethyl)-2-fluoro-phenoxy]-2-(difluoromethoxy)phenyl]-1-methyl-pyrazol-4-yl]pyrazolo[1,5-a]pyrimidine-3-carboxamide